ClC1(CC1)C(CN1NC=NC1=S)(CCC1C(C1)(Cl)Cl)O 2-[2-(1-Chlorocyclopropyl)-4-(2,2-dichlorocyclopropyl)-2-hydroxybutyl]-1,2-dihydro-3H-1,2,4-triazole-3-thione